C(#N)CC(=O)N[C@H](C)C1=CC(=C(C=C1)OC)OC (R)-2-cyano-N-(1-(3,4-dimethoxyphenyl)ethyl)acetamide